C(C=C)(=O)OC(C)(CC(C)(OC(C=C)=O)C)C 2,4-dimethyl-2,4-pentaneDiol diacrylate